2-((2R,3R)-3-(4-(benzo[d]thiazol-5-ylamino)thieno[2,3-b]pyridin-2-yl)-2-methylpyrrolidin-1-yl)ethan-1-ol S1C=NC2=C1C=CC(=C2)NC2=C1C(=NC=C2)SC(=C1)[C@H]1[C@H](N(CC1)CCO)C